BrC=1C(=NC=C(C1)F)NS(=O)(=O)C(F)(F)F N-(3-bromo-5-fluoropyridin-2-yl)-1,1,1-trifluoromethanesulfonamide